C(C)(C)(C)C=1C=C(C=C(C1)C(C)(C)C)C=1C2=CC=C(N2)C=C2C=CC(C(=C3C=CC(=CC=4C=CC1N4)N3)C3=CC(=CC(=C3)C(C)(C)C)C(C)(C)C)=N2 5,15-bis(3,5-di-tert-butyl-phenyl)porphyrin